CC(C)CCCCCCCCCCC[C@H]([C@H](COP(=O)([O-])[O-])[NH3+])O The molecule is an anionic phospholipid that is the conjugate base of 15-methylhexadecasphinganine 1-phosphate, having an anionic phosphate group and a protonated amino group; major species at pH 7.3. It is a conjugate base of a 15-methylhexadecasphinganine 1-phosphate.